C1(CC1)OC1=NC(=NC=C1C(=O)NC1=C(C=CC=C1Cl)Cl)NC=1C=NN(C1)[C@@H]1[C@@H](CC1)O 4-(cyclopropoxy)-N-(2,6-dichlorophenyl)-2-[[1-[(1S,2R)-2-hydroxycyclobutyl]pyrazol-4-yl]amino]pyrimidine-5-carboxamide